Butylmonomethoxydiethoxysilane C(CCC)[Si](OCC)(OCC)OC